1-(2-(5-(2,5-dimethoxyphenyl)isoindolin-2-yl)-2-oxoethyl)-1H-1,2,4-triazole-3-carbonitrile COC1=C(C=C(C=C1)OC)C=1C=C2CN(CC2=CC1)C(CN1N=C(N=C1)C#N)=O